C(C1=CC=CC=C1)OC(=O)N1CCC2=C(C=CC=C12)C1=C(C=C(C=N1)C(C)N1CC2(C1)C(CN(CC2)C(=O)OC(C)(C)C)(F)F)F tert-butyl 2-(1-(6-(1-((benzyloxy)carbonyl)indolin-4-yl)-5-fluoropyridin-3-yl)ethyl)-5,5-difluoro-2,7-diazaspiro[3.5]nonane-7-carboxylate